4-Chloro-7-((3aS,4R,6aR)-6a-ethyl-2,2-dimethyl-6-vinyl-4,6a-dihydro-3aH-cyclopenta[d][1,3]dioxol-4-yl)-7H-pyrrolo[2,3-d]pyrimidine ClC=1C2=C(N=CN1)N(C=C2)[C@@H]2C=C([C@]1(OC(O[C@H]12)(C)C)CC)C=C